6-(Azetidin-1-yl)-N-[2-(cyclopropylmethoxy)-6-ethylbenzene-1-sulfonyl]-4-fluoro-1-benzofuran-2-carboxamide N1(CCC1)C1=CC2=C(C=C(O2)C(=O)NS(=O)(=O)C2=C(C=CC=C2CC)OCC2CC2)C(=C1)F